(3S)-3-methylpiperidin-3-ol hydrochloride Cl.C[C@]1(CNCCC1)O